(5'S,7a'R)-5'-(3,5-difluorophenyl)-1-(8-fluoropyrazolo[1,5-a][1,3,5]triazin-4-yl)tetrahydro-3'H-spiro[piperidine-4,2'-pyrrolo[2,1-b][1,3]oxazol]-3'-one FC=1C=C(C=C(C1)F)[C@@H]1CC[C@H]2OC3(C(N21)=O)CCN(CC3)C3=NC=NC=2N3N=CC2F